FC1(CCN(CC1)CC1=CC=C(C=N1)C(C)N1C[C@@H](N(C[C@H]1CC)C=1C=2C(N(C(C1)=O)C)=CN(N2)CC#N)CC)F 2-(7-((2S,5R)-4-(1-(6-((4,4-difluoropiperidin-1-yl)methyl)pyridin-3-yl)ethyl)-2,5-diethylpiperazin-1-yl)-4-methyl-5-oxo-4,5-dihydro-2H-pyrazolo[4,3-b]pyridin-2-yl)acetonitrile